N1(C=NC=C1)C=1C=NC2=CC=C(C=C2N1)C(=O)C=1C=C(C=C(C1F)F)NC(=O)NC1=CC(=C(C=C1)F)Cl 1-(3-(3-(1H-imidazol-1-yl)quinoxaline-6-carbonyl)-4,5-difluorophenyl)-3-(3-chloro-4-fluorophenyl)urea